CC1(CC(CCC1)C1(OCC(CO1)C=O)C)C 2-(3,3-dimethylcyclohexyl)-2-methyl-1,3-dioxane-5-carbaldehyde